1-(difluoromethylene)-5-(3-(((1R,2R)-2-hydroxycyclohexyl)amino)-5-methyl-1,2,4-triazin-6-yl)-2,3-dihydro-1H-inden-4-ol FC(=C1CCC=2C(=C(C=CC12)C1=C(N=C(N=N1)N[C@H]1[C@@H](CCCC1)O)C)O)F